(1-(1,2,3,5,6,7-hexahydro-s-indacen-4-yl)-1H-pyrazol-4-yl)(2-(2-hydroxypropan-2-yl)thiazol-5-yl)(imino)-λ6-sulfanone C1CCC2=C(C=3CCCC3C=C12)N1N=CC(=C1)S(=O)(=N)C1=CN=C(S1)C(C)(C)O